(R or S)-4-((6-(2-hydroxy-6-methyl-4-(trifluoromethyl)phenyl)-2H-pyrazolo[3,4-b]pyridin-2-yl)methyl)-1-isopropylpyrrolidin-2-one OC1=C(C(=CC(=C1)C(F)(F)F)C)C=1C=CC=2C(N1)=NN(C2)C[C@@H]2CC(N(C2)C(C)C)=O |o1:22|